FC=1C=CC=C2C(=CNC12)C1N(CCC2=CC=CC=C12)C(=O)N (7-fluoro-1H-indol-3-yl)-3,4-dihydroisoquinoline-2(1H)-carboxamide